C(CCCCCCCCCCCCCCC)(=O)OCCCCCCCCCCCCCCCC(=O)[O-] 16-hexadecanoyloxy-hexadecanoate